C1(=CCCC1)C1=NN(C2=C(C(=CC=C12)OCOC)C#N)CC1=CC=C(C=C1)OC (cyclopent-1-en-1-yl)-6-(methoxymethoxy)-1-[(4-methoxyphenyl)methyl]-1H-indazole-7-carbonitrile